C1(CC1)C=1C(=CC=2N(N1)C(=C(N2)CO)C2=CC=C(C(=N2)N[C@H]2CN(CCC2)C(=O)OC(C)(C)C)F)OC tert-butyl (3R)-3-[[6-[6-cyclopropyl-2-(hydroxymethyl)-7-methoxy-imidazo[1,2-b]pyridazin-3-yl]-3-fluoro-2-pyridyl]amino]piperidine-1-carboxylate